CC1CC(C1)N (1S,3S)-3-methylcyclobutan-1-amine